The molecule is an aspartate(1-) that is the conjugate base of D-aspartic acid. It has a role as a human metabolite and a fundamental metabolite. It is a conjugate base of a D-aspartic acid. It is a conjugate acid of a D-aspartate(2-). It is an enantiomer of a L-aspartate(1-). C([C@H](C(=O)[O-])[NH3+])C(=O)[O-]